BrC1=C2C(CCC(C2=CC(=C1)Br)(C)C)(C)C 5,7-dibromo-1,1,4,4-tetramethyl-1,2,3,4-tetrahydronaphthalene